[(2R)-4-(5-{[2-methyl-6-(trifluoromethyl)phenyl]methoxy}pyrimidin-2-yl)morpholin-2-yl]methanamine CC1=C(C(=CC=C1)C(F)(F)F)COC=1C=NC(=NC1)N1C[C@H](OCC1)CN